(2S,3R)-2-((((1s,4R)-4-(2-hydroxyphenyl)cyclohexyl)oxy)methyl)-5-methylpyrrolidin-3-ol OC1=C(C=CC=C1)C1CCC(CC1)OC[C@@H]1NC(C[C@H]1O)C